5-(2-chloro-1-((2-(trimethylsilyl)ethoxy)methyl)-1H-imidazol-4-yl)-3,6-dihydropyridine-1(2H)-carboxylic acid tert-butyl ester C(C)(C)(C)OC(=O)N1CCC=C(C1)C=1N=C(N(C1)COCC[Si](C)(C)C)Cl